caprylyl-glycerol sebacate C(CCCCCCCCC(=O)O)(=O)O.C(CCCCCCC)(=O)C(O)C(O)CO